6-benzyl-3-(4-chlorophenyl)-5-methylpyrazolo[1,5-a]pyrimidin-7-ol C(C1=CC=CC=C1)C=1C(=NC=2N(C1O)N=CC2C2=CC=C(C=C2)Cl)C